C1CP2CC1C=C2 phosphanorbornene